Cl.N[C@@H](C(C)C)C(=O)N1CCC(CC1)NC(=O)C1=NNC=C1NC(C1=C(C=CC=C1Cl)Cl)=O N-(1-(L-valyl)piperidin-4-yl)-4-(2,6-dichlorobenzoylamino)-1H-pyrazole-3-carboxamide hydrochloride